C(C)(C)(C)OC(=O)N1C2=C(NC(C1)=O)CNCC2 3-oxo-2,4,5,6,7,8-hexahydropyrido[3,4-b]pyrazine-1-carboxylic acid tert-butyl ester